FC1=CC=C(C=C1)C1=C(N=C(C2=CC3=C(C=C12)C=NN3)N=S3(CCCC3)=O)C(C)C 1-((5-(4-fluorophenyl)-6-isopropyl-1H-pyrazolo[4,3-g]isoquinolin-8-yl)imino)tetrahydro-1H-1λ6-thiophene 1-oxide